(1-(3,4-dimethyl-2-phenyl-2H-pyrazolo[3,4-d]pyridazin-7-yl)piperidin-3-yl)(4-propylpiperazin-1-yl)methanone CC=1N(N=C2C(=NN=C(C21)C)N2CC(CCC2)C(=O)N2CCN(CC2)CCC)C2=CC=CC=C2